tert-butyl (R)-2-((1-(2-(4,4-dimethylpiperidin-1-yl)-6-methyl-4-oxo-4H-chromen-8-yl)ethyl)amino)benzoate CC1(CCN(CC1)C=1OC2=C(C=C(C=C2C(C1)=O)C)[C@@H](C)NC1=C(C(=O)OC(C)(C)C)C=CC=C1)C